C(C1=CC=CC=C1)SC1=C(C=CC=C1OC)OC1CCC1 Benzyl(2-cyclobutoxy-6-methoxyphenyl)sulfane